((1s,3s)-3-((5-(1-(2,2-difluoroethyl)-4-fluoro-2-methyl-1H-benzo[d]imidazol-6-yl)-7H-pyrrolo[2,3-d]pyrimidin-2-yl)amino)-1-methylcyclobutyl)(pyrrolidin-1-yl)methanone FC(CN1C(=NC2=C1C=C(C=C2F)C2=CNC=1N=C(N=CC12)NC1CC(C1)(C)C(=O)N1CCCC1)C)F